P(=O)(O)(O)O.C1(=CC=CC2=CC=CC=C12)C1=CC=CC2=CC=CC=C12 (R)-(-)-1,1'-Binaphthyl phosphate